C(C1=CC=CC=C1)N1C2=C(SCC1=O)C=CC(=C2)NC(NC2=CC=C(C(=O)N)C=C2)=O 4-(3-(4-benzyl-3-oxo-3,4-dihydro-2H-benzo[b][1,4]thiazin-6-yl)ureido)benzamide